trans-2-aminocyclohexanecarboxylic acid N[C@H]1[C@@H](CCCC1)C(=O)O